OC1=C(C=CC(=C1C)OCCCCCCCC)C1=NC(=NC(=N1)C1=C(C(=C(C=C1)OCCCCCCCC)C)O)C1=C(C(=C(C=C1)OCCCCCCCC)C)O 2,4,6-Tris(2-hydroxy-3-methyl-4-octyloxyphenyl)-1,3,5-triazine